[Si](C)(C)(C(C)(C)C)O[C@H](CN1N=C(C(=C1CO)I)C)C (S)-(1-(2-((tert-butyldimethylsilyl)oxy)propyl)-4-iodo-3-methyl-1H-pyrazol-5-yl)methanol